tert-butyl (1R,6R)-6-(4-(((R)-2,6-dioxopiperidin-3-yl)amino)-3-methylphenyl)-7,7-difluoro-3-azabicyclo[4.1.0]heptane-3-carboxylate O=C1NC(CC[C@H]1NC1=C(C=C(C=C1)[C@]12CCN(C[C@@H]2C1(F)F)C(=O)OC(C)(C)C)C)=O